tert-butyl (3S,4S)-3-((6-(6-chloro-7-methoxyimidazo[1,2-a]pyridin-3-yl)pyridine-2-yl)amino)-4-fluoropyrrolidine-1-carboxylate ClC=1C(=CC=2N(C1)C(=CN2)C2=CC=CC(=N2)N[C@H]2CN(C[C@@H]2F)C(=O)OC(C)(C)C)OC